(2,5-dimethylquinolin-6-yl)methanone CC1=NC2=CC=C(C(=C2C=C1)C)C=O